3-((2S)-2-hydroxy-3-(8-(6-(piperazin-1-yl)pyridin-3-ylsulfonyl)-1-oxa-8-azaspiro[4.5]decan-3-ylamino)propoxy)-N-methylbenzenesulfonamide O[C@H](COC=1C=C(C=CC1)S(=O)(=O)NC)CNC1COC2(C1)CCN(CC2)S(=O)(=O)C=2C=NC(=CC2)N2CCNCC2